CC1=CC=C(C=C1)S(=O)(=O)N=[S@@](C1=C(C=CC=C1)[C@H](C)F)[O-] 4-methyl-N-[(R)-[(1S)-1-fluoroethyl]-oxidophenyl-λ4-sulfanylidene]benzene-sulfonamide